N-(4-(5,7-dimethoxy-4-oxo-3,4-dihydroquinazolin-2-yl)-2,6-dimethylbenzyl)acetamide COC1=C2C(NC(=NC2=CC(=C1)OC)C1=CC(=C(CNC(C)=O)C(=C1)C)C)=O